FC1(CCC(CC1)[C@@H](C(=O)NC1=CC=C(C=C1)C=1C(=[N+](C=CC1C)[O-])C)NC(=O)C1=CC=C2N1CCNC2)F (S)-3-(4-(2-(4,4-difluorocyclohexyl)-2-(1,2,3,4-tetrahydropyrrolo[1,2-a]pyrazine-6-carboxamido)acetamido)phenyl)-2,4-dimethylpyridine 1-oxide